isooctyl alcohol phosphate sodium salt [Na+].P(=O)([O-])([O-])OCCCCCC(C)C.[Na+]